NC1=CC=C(OC2=C(C=C(C=C2C)OC2=CC=C(C=C2)N)C)C=C1 1,4-bis(4-aminophenoxy)-2,6-dimethylbenzene